2-(1H-imidazol-5-yl)-N-((3S,4S)-3-(trifluoromethyl)tetrahydro-2H-pyran-4-yl)thiazole-4-carboxamide N1C=NC=C1C=1SC=C(N1)C(=O)N[C@@H]1[C@@H](COCC1)C(F)(F)F